C(C)OCCCN(CCCOCC)CCCOCC tri(3-ethoxypropyl)amine